1-bromo-3,5-di-tert-butylmethylbenzene BrC1=C(C(=CC(=C1)C(C)(C)C)C(C)(C)C)C